5,14-Difluoro-15-hydroxy-20-methoxy-17,17-dioxo-10-oxa-17λ6-thia-4,18-diazatetracyclo[17.3.1.112,16.02,7]tetracosa-1(23),2(7),3,5,12(24),13,15,19,21-nonaen-11-one FC=1N=CC=2C=3C=CC(=C(NS(C4=C(C(=CC(C(OCCC2C1)=O)=C4)F)O)(=O)=O)C3)OC